C(CC)C(COC)(COC)CCCCC 2-n-propyl-2-n-pentyl-1,3-dimethoxypropane